N-(3-(5-(2-aminopyrimidin-4-yl)-2-(tert-butyl)thiazol-4-yl)-2,4-difluorophenyl)-2,5-bis(trifluoromethyl)benzenesulfonamide NC1=NC=CC(=N1)C1=C(N=C(S1)C(C)(C)C)C=1C(=C(C=CC1F)NS(=O)(=O)C1=C(C=CC(=C1)C(F)(F)F)C(F)(F)F)F